3-hydroxyphenol OC=1C=C(C=CC1)O